N-(4-cyanophenyl)-5H-[1,3]dioxolo[4,5-f]indole-7-sulfonamide C(#N)C1=CC=C(C=C1)NS(=O)(=O)C1=CNC=2C=C3C(=CC12)OCO3